8-(2-fluoro-5-(2-morpholinoethoxy)phenyl)-N-(6-(piperazin-1-yl)pyridin-3-yl)quinazolin-2-amine FC1=C(C=C(C=C1)OCCN1CCOCC1)C=1C=CC=C2C=NC(=NC12)NC=1C=NC(=CC1)N1CCNCC1